[(9Z,12Z)-octadeca-9,12-dienyl] icosanoate C(CCCCCCCCCCCCCCCCCCC)(=O)OCCCCCCCC\C=C/C\C=C/CCCCC